COC=1C=C(C=C(C1)OC)CC#N 3,5-Dimethoxyphenylacetonitrile